C[C@H]1N(CCOC1)C1=NC2=C(N=CC=C2C(=C1)C1=CN=C(S1)C)C1=CC=NN1 2-[(3R)-3-methylmorpholin-4-yl]-4-(2-methyl-1,3-thiazol-5-yl)-8-(1H-pyrazol-5-yl)-1,7-naphthyridine